[N-](S(=O)(=O)C(F)(F)F)S(=O)(=O)C(F)(F)F.CN1CN(C=C1)CC 1-methyl-3-ethylimidazole bis(trifluoromethylsulfonyl)imide salt